9,9',9'',9'''-(4-(2,6-dimethylpyridin-3-yl)-6-(6-methylpyridin-2-yl)benzene-1,2,3,5-tetrayl)tetrakis(3,6-dimethyl-9H-carbazole) CC1=NC(=CC=C1C1=C(C(=C(C(=C1N1C2=CC=C(C=C2C=2C=C(C=CC12)C)C)C1=NC(=CC=C1)C)N1C2=CC=C(C=C2C=2C=C(C=CC12)C)C)N1C2=CC=C(C=C2C=2C=C(C=CC12)C)C)N1C2=CC=C(C=C2C=2C=C(C=CC12)C)C)C